C(C)N1C(C(=CC=C1)C)=O 1-ethyl-3-methylpyridin-2(1H)-one